ClCC(CO)(CO)N1N=CC(=C1)S(=O)(=O)NC=1C=CC(=C2C(=CNC12)Cl)Cl 1-[1-(Chloromethyl)-2-hydroxy-1-(hydroxymethyl)ethyl]-N-(3,4-dichloro-1H-indol-7-yl)pyrazol-4-sulfonamid